C1(=CC=CC=C1)N(N(C1=CC=CC=C1)C1=CC=CC=C1)C1=CC=CC=C1 Tetraphenylhydrazine